cis-3-(cyanoamino)-N-(1-phenyl-1H-pyrazol-4-yl)cyclobutane-1-carboxamide C(#N)N[C@H]1C[C@H](C1)C(=O)NC=1C=NN(C1)C1=CC=CC=C1